diiodomercury I[Hg]I